IC=1C(=NSC1C(=O)O)C 4-iodo-3-methyl-isothiazole-5-carboxylic acid